7-(4-cyclopropyl-3-fluoro-phenoxy)-1,2,3,4-tetrahydroisoquinoline hydrochloride Cl.C1(CC1)C1=C(C=C(OC2=CC=C3CCNCC3=C2)C=C1)F